m-toluenesulfonyl chloride CC1=CC(=CC=C1)S(=O)(=O)Cl